B(ON1N=C(C(=C1Br)Br)Br)([O-])[O-].[Cu+2] copper (3,4,5-tribromopyrazolyl) borate